6-methyl-1-nitroso-N-(2,2,2-trifluoroethyl)piperidine-3-carboxamide Methyl-3α,7α-dihydroxy-6α-ethyl-5β-cholanoate COC(CC[C@@H](C)[C@H]1CC[C@H]2[C@@H]3[C@@H]([C@@H]([C@@H]4C[C@@H](CC[C@]4(C)[C@H]3CC[C@]12C)O)CC)O)=O.CC1CCC(CN1N=O)C(=O)NCC(F)(F)F